1-(4-(1,5-Dimethyl-1H-indazol-4-yl)benzyl)-3-(2-ethynylthiazol-4-yl)urea CN1N=CC2=C(C(=CC=C12)C)C1=CC=C(CNC(=O)NC=2N=C(SC2)C#C)C=C1